1,3-bis(hydroxymethyl)-cyclohexane OCC1CC(CCC1)CO